FC(C(=O)O)(F)F.FC(C(=O)O)(F)F.N1=C(C=CC=C1)NC(C)=O N-(2-pyridinyl)acetamide bistrifluoroacetate salt